BrC(CO)CCCCCCCCCC 2-Bromo-1-dodecanol